N1N=C(N=C1)CCCCCCCCCCCCC1=NNC=N1 3,3'-dodecamethylenebis(1H-1,2,4-triazole)